N-(4-(1-(4-Methyl-3-nitrophenyl)-2-oxo-1,2-dihydrobenzo[h][1,6]naphthyridin-9-yl)phenyl)butane-1-sulfonamide CC1=C(C=C(C=C1)N1C(C=CC2=CN=C3C(=C12)C=C(C=C3)C3=CC=C(C=C3)NS(=O)(=O)CCCC)=O)[N+](=O)[O-]